(R)-5-(7-chloro-3-cyclohexyl-2-methyl-1,1-dioxido-5-phenyl-2,3,4,5-tetrahydrobenzo[f][1,2,5]thiadiazepin-8-yl)-1-methyl-1H-pyrazole-3-carboxylic acid ClC=1C(=CC2=C(N(C[C@H](N(S2(=O)=O)C)C2CCCCC2)C2=CC=CC=C2)C1)C1=CC(=NN1C)C(=O)O